tert-butyl N-{1-[2-amino-3-(6-bromo-4-methoxy-1H-1,3-benzodiazol-2-yl)-5-(3-fluoro-5-methylphenyl)pyridin-4-yl]piperidin-4-yl}carbamate NC1=NC=C(C(=C1C1=NC2=C(N1)C=C(C=C2OC)Br)N2CCC(CC2)NC(OC(C)(C)C)=O)C2=CC(=CC(=C2)C)F